benzyl 6-(1-(4-methoxybenzyl)-1H-1,2,4-triazol-3-yl)-1,4-dioxa-8-azaspiro[4.5]decane-8-carboxylate COC1=CC=C(CN2N=C(N=C2)C2C3(OCCO3)CCN(C2)C(=O)OCC2=CC=CC=C2)C=C1